C(C)(C)(C)OC(=O)NC=1C=NN(C1)C1=C2C=CC(=NC2=CC=C1)C(=O)OC methyl 5-(4-((tert-butoxycarbonyl)amino)-1H-pyrazol-1-yl)quinoline-2-carboxylate